O1CSC2=C1C=CC(=C2)C[C@@H](C)NC |r| racemic-1-(2H-1,3-benzoxathiol-5-yl)-N-methylpropan-2-amine